methyl 2-(4-(6-((4-cyano-2-fluorobenzyl) oxy) pyridin-2-yl)-2-fluorobenzyl)-1-((1-(fluoromethyl) cyclopropyl) methyl)-1H-benzo[d]imidazole-5-carboxylate C(#N)C1=CC(=C(COC2=CC=CC(=N2)C2=CC(=C(CC3=NC4=C(N3CC3(CC3)CF)C=CC(=C4)C(=O)OC)C=C2)F)C=C1)F